(S)-3-(4-(6-(3,5-dimethylisoxazol-4-yl)-4-(3-phenylmorpholino)quinazoline-2-Yl)-1H-pyrazol-1-yl)azetidine-1-carboxylic acid tert-butyl ester C(C)(C)(C)OC(=O)N1CC(C1)N1N=CC(=C1)C1=NC2=CC=C(C=C2C(=N1)N1[C@H](COCC1)C1=CC=CC=C1)C=1C(=NOC1C)C